N-(4-Chloro-3-cyano-1H-indol-7-yl)-1-(trideuteriomethyl)pyrazol-4-sulfonamid ClC1=C2C(=CNC2=C(C=C1)NS(=O)(=O)C=1C=NN(C1)C([2H])([2H])[2H])C#N